F[P-](F)(F)(F)(F)F.ClC1=CC=C(C=2[S+](C3=CC=CC=C3C(C12)=O)C1=CC=2C(C3=C(C=CC(=C3SC2C=C1)OCCC)Cl)=O)OCCC 1-chloro-10-(8-chloro-9-oxo-5-propoxy-9H-thioxanthen-2-yl)-9-oxo-4-propoxy-9H-thioxanthen-10-ium hexafluorophosphate